N[C@H](C#C)C=1C=C(N)C=C(C1)C(F)(F)F (R)-3-(1-aminoprop-2-yn-1-yl)-5-(trifluoromethyl)aniline